(S)-N-((R/S)-1-(5-chloro-2-(1H-tetrazol-1-yl)phenyl)ethyl)-3-((3,5-dimethylbenzyl)amino)-4-oxo-4,6,7,8-tetrahydropyrrolo[1,2-a]pyrazine-6-carboxamide ClC=1C=CC(=C(C1)[C@@H](C)NC(=O)[C@@H]1CCC=2N1C(C(=NC2)NCC2=CC(=CC(=C2)C)C)=O)N2N=NN=C2 |&1:7|